6-chloro-N-(5-chloro-1-cyclobutyl-1H-pyrazol-4-yl)-7-(piperidin-4-yl)quinazolin-2-amine ClC=1C=C2C=NC(=NC2=CC1C1CCNCC1)NC=1C=NN(C1Cl)C1CCC1